5-bromo-7-methoxymethoxy-4-methyl-1,2-dihydronaphthalene BrC1=C2C(=CCCC2=CC(=C1)OCOC)C